CC12N(C=3N(C(N=C(C3)OCC=3C=CC(=C(C#N)C3)OC3=CC=C(C=C3)C(F)(F)F)=O)C1)CCC2 5-(((8a-methyl-1-oxo-7,8,8a,9-tetrahydro-1H,6H-pyrrolo[1',2':3,4]imidazo[1,2-c]pyrimidin-3-yl)oxy)methyl)-2-(4-(trifluoromethyl)phenoxy)benzonitrile